N,N'-bis(1-((tert-butoxycarbonyl)amino)-1-(carboxyl)pentyl)fumaramide C(C)(C)(C)OC(=O)NC(CCCC)(C(=O)O)NC(\C=C\C(=O)NC(CCCC)(NC(=O)OC(C)(C)C)C(=O)O)=O